BrC=1C=C(C=NC(C(=O)OC)CC2=CC=C(C=C2)O)C=CC1 methyl 2-(3-bromo-benzylideneamino)-3-(4-hydroxyphenyl)-propanoate